N-{4-[5-fluoro-3-(pyridin-2-yl)-1H-pyrrolo[3,2-b]pyridin-2-yl]pyridin-2-yl}-2,2-dimethylpropanamide FC1=CC=C2C(=N1)C(=C(N2)C2=CC(=NC=C2)NC(C(C)(C)C)=O)C2=NC=CC=C2